CCCCCCCCCCCCC/C=C/[C@H]([C@H](COP(=O)(O)O)NC(=O)CCCCCCCCC)O The molecule is a ceramide 1-phosphate that is the N-decanoyl derivative of sphingosine. It derives from a sphingosine and a decanoic acid. It is a conjugate acid of a N-decanoylsphingosine 1-phosphate(2-).